CN1CCN(CC1)C1=CC2=C(NC(=N2)C2=CC(=C(C(=C2)OC)OC)OC)C=C1C#CC1=CC=CC=C1 5-(4-methylpiperazin-1-yl)-6-(phenylethynyl)-2-(3,4,5-trimethoxyphenyl)-1H-benzo[d]imidazole